O1-tert-butyl O3-methyl piperazine-1,3-dicarboxylate N1(CC(NCC1)C(=O)OC)C(=O)OC(C)(C)C